COC1=CC=C(C=C1)C1=NOC(=C1)N(CC#N)C1=NC(=NC=C1)N1CCOCC1 2-((3-(4-methoxyphenyl)isoxazol-5-yl)(2-morpholinopyrimidin-4-yl)amino)acetonitrile